N(=[N+]=[N-])C1=NC2=NC=NC(=C2N1)N 8-azido-adenine